ClC=1C=CC(=NC1)NC(C1=C(C=CC(=C1)OC)N)=O N-(5-chloro-2-pyridyl)-5-methoxy-2-aminobenzamide